4,4,4-trifluoro-3-hydroxybutyl 4-methylbenzenesulfonate CC1=CC=C(C=C1)S(=O)(=O)OCCC(C(F)(F)F)O